1-[3-(4,4,5,5-tetramethyl-1,3,2-dioxaborolan-2-yl)phenyl]pyridin-2-one CC1(OB(OC1(C)C)C=1C=C(C=CC1)N1C(C=CC=C1)=O)C